C(C)N(C(=O)C1[C@H]2CN(C[C@@H]12)C1CC2CN(C(C1)C2)C2=NC(=NO2)C)C (1r,5s,6r)-N-ethyl-N-methyl-3-(6-(3-methyl-1,2,4-oxadiazol-5-yl)-6-azabicyclo[3.2.1]oct-3-yl)-3-azabicyclo[3.1.0]hexane-6-carboxamide